2-((3-cyano-4,6-bis(trifluoromethyl)pyridin-2-yl)-amino)-N-methyl-N-(1-methyl-1H-indazol-5-yl)-acetamide C(#N)C=1C(=NC(=CC1C(F)(F)F)C(F)(F)F)NCC(=O)N(C=1C=C2C=NN(C2=CC1)C)C